COC(C1=C(C=CC=C1)N)=O methyl-2-aminobenzoate